C(#N)[C@@H]1CN(C[C@H]1OC)C1=CC(=NC(=C1)S(=O)(=O)C)NC1=CC(=NC=C1C1=CC=C2C(=N1)OCC(O2)(C)C)NC(C)=O N-(4-((4-(trans-3-cyano-4-methoxypyrrolidin-1-yl)-6-(methylsulfonyl)pyridin-2-yl)amino)-5-(2,2-dimethyl-2,3-dihydro-[1,4]dioxino[2,3-b]pyridin-6-yl)pyridin-2-yl)acetamide